(S)-4-((S)-2-(2-((4,6-dimethylpyrimidin-2-yl)amino)-2-oxoacetamido)propanamido)-5-oxo-6-(2,3,5,6-tetrafluorophenoxy)hexanoic acid CC1=NC(=NC(=C1)C)NC(C(=O)N[C@H](C(=O)N[C@@H](CCC(=O)O)C(COC1=C(C(=CC(=C1F)F)F)F)=O)C)=O